tert-butyl 3-(benzothiophen-2-yl)pyrrolidine-1-carboxylate S1C(=CC2=C1C=CC=C2)C2CN(CC2)C(=O)OC(C)(C)C